ClC=1C=C(C=CC1Cl)C=1N(C(=CC(C1C(=O)OCC)=O)CN1N=C(C=C1O)C(F)(F)F)CC ethyl 2-(3,4-dichlorophenyl)-1-ethyl-6-[[5-hydroxy-3-(trifluoromethyl) pyrazol-1-yl] methyl]-4-oxo-pyridine-3-carboxylate